COC(C=CCCCCCC)=O nonenoic acid methyl ester